[N+]([O-])([O-])=NO.[K+] potassium hyponitrate